FC=1C(=NC=C(C1)C(F)(F)F)CC1CC2(CN(C2)C(=O)N2C[C@H](CC2)C2=NC=NN2)C1 [6-[[3-fluoro-5-(trifluoromethyl)-2-pyridinyl]methyl]-2-azaspiro[3.3]heptan-2-yl]-[(3S)-3-(1H-1,2,4-triazol-5-yl)pyrrolidin-1-yl]methanone